FC(C1=NC(=NO1)C1=CC=C(C=C1)NC(CC)=O)(F)F N-{4-[5-(Trifluoromethyl)-1,2,4-oxadiazol-3-yl]phenyl}propanamid